rac-N-[(6S,7R)-2-methyl-7-({[1-(pyrimidin-2-yl)piperidin-4-yl]oxy}methyl)-4,5,6,7-tetrahydropyrazolo[1,5-a]pyridin-6-yl]methanesulfonamide CC1=NN2C(CC[C@@H]([C@@H]2COC2CCN(CC2)C2=NC=CC=N2)NS(=O)(=O)C)=C1 |r|